C(C)OC(=O)C1=NN(C(=C1)C(=O)OCC)CCNC(=O)OC(C)(C)C.OCCCCC=1N=C(N(C1)C1=CC=CC=C1)NC(C1=CC(=CC=C1)C=1C=NN(C1)C)=O N-(4-(4-hydroxybutyl)-1-phenyl-1H-imidazol-2-yl)-3-(1-methyl-1H-pyrazol-4-yl)benzamide diethyl-1-(2-((tert-butoxycarbonyl)amino)ethyl)-1H-pyrazole-3,5-dicarboxylate